3-(2,4-bis(trifluoromethyl)phenyl)-7-fluoro-1-(3-(6-(piperidin-4-yl)pyridazin-3-yl)prop-2-ynyl)-4,5-dihydro-1H-benzo[b]azepin-2(3H)-one FC(C1=C(C=CC(=C1)C(F)(F)F)C1CCC2=C(N(C1=O)CC#CC=1N=NC(=CC1)C1CCNCC1)C=CC(=C2)F)(F)F